hydroxy-butanoic Acid OC(C(=O)O)CC